CS(=O)(=O)O methylsulfonic acid